(1-(2-chloro-4-fluorobenzyl)-1H-pyrazol-4-yl)methylamine hydrochloride Cl.ClC1=C(CN2N=CC(=C2)CN)C=CC(=C1)F